1,5-dimethyl-norbornene CC12C=CC(C(C1)C)C2